NC=1C=C(C=CC1C(C)(C)C)CC(=O)NC1=CCN(C=C1)C(C)(C)C 4-[[2-(3-Amino-4-tert.-butylphenyl)acetyl]amino]-N-tert.-butyl-pyridin